2-((R)-4,4-difluoro-3-methylpiperidin-1-yl)-4-methyl-N-(2-((R)-S-methylsulfonimidoyl)pyridin-4-yl)-5-(trifluoromethyl)nicotinamide FC1([C@@H](CN(CC1)C1=C(C(=O)NC2=CC(=NC=C2)[S@@](=O)(=N)C)C(=C(C=N1)C(F)(F)F)C)C)F